C(C)(C)(C)OC(NC1=CC=C2C=NN(C2=C1OC([2H])([2H])[2H])C(C([2H])([2H])[2H])([2H])[2H])=O (1-(Ethyl-d5)-7-(methoxy-d3)-1H-indazol-6-yl)carbamic acid tert-butyl ester